4-chloro-2-(2-chlorophenyl)-5-methylphenol ClC1=CC(=C(C=C1C)O)C1=C(C=CC=C1)Cl